FC(C1=CC=C(C=O)C=C1)(F)F 4-(TRIFLUOROMETHYL)BENZALDEHYDE